11-chloro-7,8,9,10-tetrahydrobenzo[4,5]imidazo[1,2-b]isoquinoline-6-carbonitrile ClC=1N2C(C(=C3CCCCC13)C#N)=NC1=C2C=CC=C1